tris(trimethylsilyl)selenium C[Si](C)(C)[Se]([Si](C)(C)C)[Si](C)(C)C